ClC1=CC2=C(NC(=N2)C2=CC=CC=C2)C=C1Cl 5,6-dichloro-2-phenyl-1H-benzo[d]imidazole